C(C(C)(C)C)(=O)OCN1N=NC(=C1)C1CN(CC1)C(\C=C\C=1C=NC(=NC1)NC1CC2=CC=CC=C2C1)=O (E)-(4-(1-(3-(2-((2,3-dihydro-1H-inden-2-yl)amino)pyrimidin-5-yl)acryloyl)pyrrolidin-3-yl)-1H-1,2,3-triazol-1-yl)methyl pivalate